4,6,6,7,8,8-hexa-methyl-1,3,4,6,7,8-hexahydrocyclopenta[g]benzopyran CC1CCOC2=C1C=C1C(=C2)C(C(C1(C)C)C)(C)C